3-[4-Amino-3-(3-chloro-1H-pyrrolo[2,3-b]pyridin-2-yl)pyrazolo[3,4-d]pyrimidin-1-yl]cyclopentanol NC1=C2C(=NC=N1)N(N=C2C2=C(C=1C(=NC=CC1)N2)Cl)C2CC(CC2)O